N-(4-chloro-5-(4-chlorobenzyl)-6-methyl-5H-pyrrolo[3,2-d]pyrimidin-2-yl)pivalamide ClC=1C2=C(N=C(N1)NC(C(C)(C)C)=O)C=C(N2CC2=CC=C(C=C2)Cl)C